BrCC1(C(C=C(C=C1)Cl)C)C1=NC(NC2=CC=CC=C12)=O 2-bromomethyl-5-chloro-o-tolylquinazolinone